C(C)N1N=CC=2C1=NC=C(C2)C=2C(=NN(C2)C)C2=NC=C(C=C2)F 1-ethyl-5-[3-(5-fluoro-2-pyridinyl)-1-methyl-pyrazol-4-yl]pyrazolo[3,4-b]pyridine